C(C)OC(=O)[C@H]1[C@@H](C1)C=O.C1(=C(C=C(C=C1)C)C)P(C1=C(C=C(C=C1)C)C)C1=C(C=C(C=C1)C)C tris(2,4-xylyl)phosphine Ethyl-(1R,2R)-2-formylcyclopropane-1-carboxylate